BrC=1C(=C(C=CC1)[C@@H](C)NC1=C(C(=NC(=N1)C)CC(=O)O)C1OCCO1)C (R)-2-(6-((1-(3-bromo-2-methylphenyl)ethyl)amino)-5-(1,3-dioxolan-2-yl)-2-methylpyrimidin-4-yl)acetic acid